5-[1-[3-bromo-5-[1,2,2,3,3,3-hexafluoro-1-(trifluoromethyl)propyl]-1-methyl-pyrrol-2-yl]pyrazol-4-yl]-2-chloro-N-(1-cyanocyclopropyl)benzamide BrC1=C(N(C(=C1)C(C(C(F)(F)F)(F)F)(C(F)(F)F)F)C)N1N=CC(=C1)C=1C=CC(=C(C(=O)NC2(CC2)C#N)C1)Cl